C(C)C=1N=C2N(C=C(C=N2)C)C1C(=O)O 2-ethyl-6-methyl-imidazo[1,2-a]pyrimidine-3-carboxylic acid